(1R,2S)-2-(4-fluoro-3-{[5-methoxy-2-(methylsulfanyl)pyrimidin-4-yl]amino}-1H-indazol-6-yl)-5'-methoxyspiro[cyclopropane-1,3'-indol]-2'(1'H)-one FC1=C2C(=NNC2=CC(=C1)[C@@H]1C[C@@]12C(NC1=CC=C(C=C21)OC)=O)NC2=NC(=NC=C2OC)SC